N-((S)-(7-((R*)-(1-Cyanocyclopropyl)(2-(3,3-difluorocyclobutyl)acetamido)methyl)imidazo[1,2-b]pyridazin-2-yl)(4,4-difluorocyclohexyl)methyl)-1-isopropyl-1H-pyrazole-5-carboxamide C(#N)C1(CC1)[C@@H](C1=CC=2N(N=C1)C=C(N2)[C@@H](NC(=O)C2=CC=NN2C(C)C)C2CCC(CC2)(F)F)NC(CC2CC(C2)(F)F)=O |o1:5|